C(=O)C1=CC=2N(C(=C1)C(=O)OC)N=CN2 methyl 7-formyl-[1,2,4]triazolo[1,5-a]pyridine-5-carboxylate